ClC1=C(C=C(C=C1)NC(=O)[C@@H]1C([C@H]1C1=CC(=CC(=C1)Cl)Cl)(Cl)Cl)NC(C1=C(C=CC=C1F)F)=O |r| trans-rac-N-(2-Chloro-5-(2,2-dichloro-3-(3,5-dichlorophenyl)cyclopropane-1-carboxamido)phenyl)-2,6-difluorobenzamide